10-(4-iodophenyl)-1',2'-dihydro-10H-spiro[acridine-9,9'-xanthene] IC1=CC=C(C=C1)N1C=2C=CC=CC2C2(C3=CC=CC=C3OC=3C=CCCC23)C2=CC=CC=C12